3-cyano-6-(1-methyl-1H-pyrazole-4-yl)pyrazolo[1,5-a]pyridin-4-yl trifluoromethanesulfonate FC(S(=O)(=O)OC=1C=2N(C=C(C1)C=1C=NN(C1)C)N=CC2C#N)(F)F